S(=O)(=O)(ON1[C@@H]2CC[C@H](N(C1=O)C2)S(=O)(=O)C(F)(F)F)O (2R,5R)-7-oxo-2-[(trifluoromethyl) sulfonyl]-1,6-diazabicyclo[3.2.1]octan-6-yl hydrogen sulfate